FC(CCCN1C[C@H](CC1)N1C(=NC=2C1=C1C(=NC2)NC=C1)C=1C=C(C=CC1)O)(F)F (S)-3-(1-(1-(4,4,4-trifluorobutyl)pyrrolidin-3-yl)-1,6-dihydroimidazo[4,5-d]pyrrolo[2,3-b]pyridin-2-yl)phenol